CC1=CC=C(C=C1)S(=O)(=O)[O-].[NH+]1=CC=CC=C1 pyridinium para-toluenesulfonate salt